C(C#CCCCCCCC)NP(=O)(NCCCNCCO)NCC#CCCCCCCC Bis(dec-2-yn-1-yl)(3-((2-hydroxyethyl)amino)propyl)phosphoramide